FC1=C(C(=CC=C1)[N+](=O)[O-])N1CCC(CC1)(C)CN1C[C@H](O[C@H](C1)C)C (2R,6S)-4-{[1-(2-fluoro-6-nitrophenyl)-4-methylpiperidin-4-yl]methyl}-2,6-dimethylmorpholine